N-(3,5-Dimethoxyphenyl)-2-ethynyl-N-(2-oxo-1-(tetrahydro-2H-pyran-4-yl)pyrrolidin-3-yl)thiazole-4-carboxamide COC=1C=C(C=C(C1)OC)N(C(=O)C=1N=C(SC1)C#C)C1C(N(CC1)C1CCOCC1)=O